2'-chloro-N-(5-(cyclopropylsulfonyl)-5,6-dihydro-4H-pyrrolo[3,4-d]thiazol-2-yl)-5'-methoxy-6-methyl-[4,4'-bipyridine]-3-carboxamide ClC1=NC=C(C(=C1)C1=C(C=NC(=C1)C)C(=O)NC=1SC2=C(N1)CN(C2)S(=O)(=O)C2CC2)OC